FC1=C(C=CC(=C1)CN1C(=NC=C1)C)C1=C(SC(=C1)CC(C)C)S(=O)(=O)NC(NCCC(F)(F)F)=O 3-(3-{2-fluoro-4-[(2-methyl-1H-imidazol-1-yl)methyl]phenyl}-5-isobutyl-2-thienylsulfonyl)-1-(3,3,3-trifluoropropyl)urea